2-(1-methylpiperidin-4-yl)benzonitrile TFA salt OC(=O)C(F)(F)F.CN1CCC(CC1)C1=C(C#N)C=CC=C1